CN1CC(NC2=CC=C(C=C12)C1=CC=CC=C1)=O 4-methyl-6-phenyl-3,4-dihydroquinoxalin-2(1H)-one